4-[(3S)-3-amino-3-methylpyrrolidin-1-yl]-2-cyano-N-(pentan-3-yl)-2'-(trifluoromethyl)-[3,4'-bipyridine]-5-carboxamide N[C@@]1(CN(CC1)C1=C(C(=NC=C1C(=O)NC(CC)CC)C#N)C1=CC(=NC=C1)C(F)(F)F)C